ClC1=C(C=CC(=C1)Cl)\C=C(/[C@@H](C(C)(C)C)O)\N1N=CN=C1 (E,3R)-1-(2,4-dichlorophenyl)-4,4-dimethyl-2-(1,2,4-triazol-1-yl)pent-1-en-3-ol